CC(C)(C)N1C=NC=C1 1-(1,1-dimethylethyl)imidazole